Cl.ClC1=NC(=CC(=C1)COC([C@H](CCC)NC)=O)Cl.C(C)[SiH2]C(C1=CC=CC=C1)O Ethyl-(hydroxybenzyl)silane (2,6-Dichloropyridin-4-yl)methyl-(S)-2-(methylamino)pentanoate hydrochloride